C(C=C)(=O)NC=1C(=CC(=C(C1)NC1=NC=C(C(=N1)NC1=C(C=CC=C1)C1=NN(C=C1)C)C(=O)OCC)OC)N(C)CCN(C)C Ethyl 2-((5-acrylamido-4-((2-(dimethylamino)ethyl)(methyl) amino)-2-methoxyphenyl)amino)-4-((2-(1-methyl-1H-pyrazol-3-yl)phenyl)amino)pyrimidin-5-carboxylate